[4-(5-hydroxy-2-nitrobenzoyl)piperazin-1-yl]-[4-(4-hydroxyphenyl)phenyl]methanone OC=1C=CC(=C(C(=O)N2CCN(CC2)C(=O)C2=CC=C(C=C2)C2=CC=C(C=C2)O)C1)[N+](=O)[O-]